CCCC/C=C/C(=O)CC=C trans-4-decadienal